N-(2-((2R,6S)-2,6-bis(3-methylpyridin-2-yl)piperidin-1-yl)ethyl)azetidin-3-amine CC=1C(=NC=CC1)[C@@H]1N([C@@H](CCC1)C1=NC=CC=C1C)CCNC1CNC1